(6,6-dihydroperoxycyclohex-1-en-1-yl)methanol O(O)C1(CCCC=C1CO)OO